C(C1=CC=CC=C1)OC(CC(C)C)=O Benzylisovalerat